Cl.Cl.N[C@H](C(=O)N1C=C(C2=CC(=CC=C12)OC)CCN(C)C)C(C)C (S)-2-amino-1-(3-(2-(dimeth-ylamino)ethyl)-5-methoxy-1H-indol-1-yl)-3-methyl-butan-1-one bis-hydrochloride